ClC=1N=C(C2=C(N1)C(OC2)(C)C)OC2=NC=1C=CC3=C(C1N=C2)C2=C(S3)C(N[C@@H](CN2)C)=O (R)-3-((2-chloro-7,7-dimethyl-5,7-dihydrofuro[3,4-d]pyrimidin-4-yl)oxy)-10-methyl-9,10,11,12-tetrahydro-8H-[1,4]diazepino[5',6':4,5]thieno[3,2-f]quinoxalin-8-one